(R)-6-(4-(5-fluoro-2-methoxyphenyl)piperidin-1-yl)-2-azaspiro[3.4]Octane FC=1C=CC(=C(C1)C1CCN(CC1)[C@H]1CC2(CNC2)CC1)OC